diisopropyl (((((((2R)-1-(6-((2-oxido-4-(pyridin-3-yl)-1,3,2-dioxaphosphinan-2-yl) amino)-9H-purin-9-yl) propan-2-yl) oxy) methyl) phosphoryl) bis(oxy)) bis(methylene)) dicarbonate C(OC(C)C)(OCOP(=O)(CO[C@@H](CN1C2=NC=NC(=C2N=C1)NP1(OCCC(O1)C=1C=NC=CC1)=O)C)OCOC(OC(C)C)=O)=O